NC1=NC2=C(C=CC=C2C(=N1)C(=O)NCC1=NC(=CC=C1)OC)OC 2-amino-8-methoxy-N-[(6-methoxy-2-pyridyl)methyl]quinazoline-4-carboxamide